CN1N=C(C2=NC(=CC(=C21)C(=O)OC)N2[C@@H](COCC2)C)C2=NN(C=C2)C2OCCCC2 Methyl 1-methyl-5-[(3R)-3-methylmorpholin-4-yl]-3-[1-(oxan-2-yl)-1H-pyrazol-3-yl]-1H-pyrazolo[4,3-b]pyridine-7-carboxylate